C(C)OC(CCC(=O)C1=NC(=CC(=C1O)C#N)CC1=C(C=CC=C1)C(F)(F)F)=O 4-[4-Cyano-3-hydroxy-6-(2-trifluoromethyl-benzyl)-pyridin-2-yl]-4-oxo-butyric acid ethyl ester